1-Boc-4-(3-methoxy-4-aminophenyl)piperazine C(=O)(OC(C)(C)C)N1CCN(CC1)C1=CC(=C(C=C1)N)OC